ClC=1C=C(C=CC1)C=1OC(=CN1)C1(C(N(CC1)C)=O)O 3-(2-(3-chlorophenyl)oxazol-5-yl)-3-hydroxy-1-methylpyrrolidin-2-one